3-(5,7-Difluoro-6-(oxetan-3-ylethynyl)-4-oxo-1,4-dihydroquinolin-2-yl)-4-(methylsulfonyl)benzonitrile FC1=C2C(C=C(NC2=CC(=C1C#CC1COC1)F)C=1C=C(C#N)C=CC1S(=O)(=O)C)=O